2-fluoro-1-(3-(6-methyl-3-(4-(trifluoromethyl)phenyl)-1H-pyrazolo[3,4-b]pyridin-1-yl)-azetidin-1-yl)prop-2-en-1-one FC(C(=O)N1CC(C1)N1N=C(C=2C1=NC(=CC2)C)C2=CC=C(C=C2)C(F)(F)F)=C